2-(2-Chloro-5-isopropyl-8-oxothieno[2',3':4,5]pyrrolo[1,2-d][1,2,4]triazin-7(8H)-yl)-N-(tetrahydro-2H-pyran-4-yl)acetamid ClC1=CC2=C(C=C3N2C(=NN(C3=O)CC(=O)NC3CCOCC3)C(C)C)S1